(3S,4S) or (3R,4R)-N,N-bis(tert-butyloxycarbonyl)-7-(1-(4-((tert-butyldiphenylsilyl)oxy)tetrahydrofuran-3-yl)piperidin-4-yl)-6-methylquinazolin-2-amine C(C)(C)(C)OC(=O)N(C1=NC2=CC(=C(C=C2C=N1)C)C1CCN(CC1)[C@H]1COC[C@H]1O[Si](C1=CC=CC=C1)(C1=CC=CC=C1)C(C)(C)C)C(=O)OC(C)(C)C |o1:25,29|